BrC1=C(C=CC(=C1)F)NC1=C(C(=O)OC)C=C(C=C1)C(F)(F)F methyl 2-((2-bromo-4-fluorophenyl) amino)-5-(trifluoromethyl)-benzoate